dibutyl-ethylhexanoylglutamine C(CCC)N(C(CC[C@H](N(C(CCCCC)=O)CC)C(=O)O)=O)CCCC